tert-butyl (3R)-3-(aminocarbamothioylamino)piperidine-1-carboxylate NNC(=S)N[C@H]1CN(CCC1)C(=O)OC(C)(C)C